ClC1=C(OC=2C(=C(C(=NC2)OC)C(C)C)C)C(=CC(=C1)[N+](=O)[O-])Cl 5-(2,6-dichloro-4-nitrophenoxy)-3-isopropyl-2-methoxy-4-methylpyridine